1-(5-ethyl-1-methyl-1H-pyrazol-3-yl)-3-morpholinopropan-1-one C(C)C1=CC(=NN1C)C(CCN1CCOCC1)=O